furo[3,2-b]pyridine-3-carboxylic acid O1C=C(C2=NC=CC=C21)C(=O)O